ClC1=NC2=C(C(=C(C=C2C(=N1)O)I)C1=CC=C(C=2SC(=C(C21)C#N)NC(OC(C)(C)C)=O)F)F tert-butyl (R)-(4-(2-chloro-8-fluoro-4-hydroxy-6-iodoquinazolin-7-yl)-3-cyano-7-fluorobenzo[b]thiophen-2-yl)carbamate